COC1=CC(=C(CNC2=CC=CC=3C(=CC=CC23)N)C=C1OC)[N+](=O)[O-] N1-(4,5-dimethoxy-2-nitrobenzyl)naphthalene-1,5-diamine